C(C1=CC=CC=C1)N1C(C=CC2=CC=CC=C12)C(=O)[O-] N-benzylquinolinate